10-(((Pentylthio)methyl)thio)decan-1-ol C(CCCC)SCSCCCCCCCCCCO